C(C)OP(=S)(O)O.NCCCN 3-aminopropylamine ethylthiophosphate